2-(difluoromethyl)-1-fluoro-3-vinylbenzene FC(C1=C(C=CC=C1C=C)F)F